tert-butyl-2,3-dihydro-3-oxopyrazole-1-carboxylate C(C)(C)(C)OC(=O)N1NC(C=C1)=O